ethyl (2R,4R)-4-amino-2-(hydroxymethyl)pyrrolidine-1-carboxylate hydrochloride Cl.N[C@@H]1C[C@@H](N(C1)C(=O)OCC)CO